CC1(CN(C1)CC1=CC=C(C=C1)[N+](=O)[O-])O 3-methyl-1-[(4-nitrophenyl)methyl]azetidin-3-ol